2-({[(9H-fluoren-9-yl)methoxy]carbonyl}[2-(1-methyl-1H-indol-5-yl)ethyl]amino)acetic acid C1=CC=CC=2C3=CC=CC=C3C(C12)COC(=O)N(CC(=O)O)CCC=1C=C2C=CN(C2=CC1)C